N-(t-butoxycarbonyl)-serine C(C)(C)(C)OC(=O)N[C@@H](CO)C(=O)O